CN([C@H]1[C@@H](CCCC1)NC(=O)C=1SC=2N=CC=C3N(C(NC1C23)=O)C2=C(C=C(C=C2)OC2=CC=CC=C2)C)C N-((1R,2R)-2-(Dimethylamino)cyclohexyl)-5-(2-methyl-4-phenoxyphenyl)-4-oxo-4,5-dihydro-3H-1-thia-3,5,8-triazaacenaphthylene-2-carboxamide